2-((cyclopropylmethyl)amino)-6-(4-methoxyphenyl)-5H-spiro[pyrido[4,3-d]pyrimidin-8,3'-pyrrolidin]-7(6H)-one C1(CC1)CNC=1N=CC2=C(N1)C1(CNCC1)C(N(C2)C2=CC=C(C=C2)OC)=O